2-((4-(cyclohexyloxy)-6-(1H-pyrazol-1-yl)-1,3,5-triazin-2-yl)amino)acetamide C1(CCCCC1)OC1=NC(=NC(=N1)N1N=CC=C1)NCC(=O)N